BrC1=CC(=C(C=C1)N1N=C2C=C(NC(C2=C1)=O)Cl)C 2-(4-bromo-2-methylphenyl)-6-chloro-2,5-dihydro-4H-pyrazolo[3,4-d]pyridin-4-one